(5S,8R)-N-(3-chloro-4-(trifluoromethyl)phenyl)-2-oxo-3,5,6,7,8,9-hexahydro-2H-5,8-methanocyclohepta[d]pyrimidine-10-carboxamide ClC=1C=C(C=CC1C(F)(F)F)NC(=O)C1[C@@H]2CC[C@@H]1CC1=NC(NC=C12)=O